BrC=1C=NN2C1C=CC(=C2)C=2C=NN(C2)C(C)OCC 3-bromo-6-[1-(1-ethoxyethyl)-1H-pyrazol-4-yl]-pyrazolo[1,5-a]pyridine